N(CCO)(CCO)CCO.C(CCCCCCC)(=O)N[C@@H](CCC(=O)O)C(=O)O octanoyl-glutamic acid triethanolamine salt